FC1=C2CN(C(C2=CC=C1CN1CCN(CC1)C(C1=C(C=CC(=C1)CC1=NNC(C2=CC=CC=C12)=O)F)=O)=O)C1C(NC(CC1)=O)=O 3-(4-fluoro-5-((4-(2-fluoro-5-((4-oxo-3,4-dihydrophthalazin-1-yl)methyl)benzoyl)piperazin-1-yl)methyl)-1-oxoisoindolin-2-yl)piperidine-2,6-dione